OC1=CC2=C(C(=C(CCC2)C2=CC=C(C=C2)O)C2=CC=C(C=C2)N2CCC(CC2)CN2CCN(CC2)C=2C=C3CN(C(C3=CC2)=O)[C@@H]2C(NC(CC2)=O)=O)C=C1 (S)-3-(5-(4-((1-(4-(3-hydroxy-8-(4-hydroxyphenyl)-6,7-dihydro-5H-benzo[7]annulen-9-yl)phenyl)piperidin-4-yl)methyl)piperazin-1-yl)-1-oxoisoindolin-2-yl)piperidine-2,6-dione